C(C)C1=NN=C2N1N=C(C=C2NCC2=NC=CC=C2)NC(CC)CC 3-ethyl-N6-(1-ethylpropyl)-N8-(2-pyridylmethyl)-[1,2,4]triazolo[4,3-b]pyridazine-6,8-diamine